2,4-dichloro-7,7-dimethyl-5,7-dihydrofuro[3,4-d]pyrimidine ClC=1N=C(C2=C(N1)C(OC2)(C)C)Cl